(3-amino-5-methoxy-2-((4-(trifluoromethoxy)benzyl)oxy)-3,5-dichlorophenyl)-2-((t-butoxycarbonyl)amino)propanoic acid NC1(C(C(=CC(C1)(Cl)OC)C(C(=O)O)(C)NC(=O)OC(C)(C)C)OCC1=CC=C(C=C1)OC(F)(F)F)Cl